(ethyl 2,4,6-trimethylbenzoyl)-phenylphosphinate C(C)C=1C(=C(C(=O)P([O-])(=O)C2=CC=CC=C2)C(=CC1C)C)C